BrC1=C(C=2CCC(C3=C(C(=CC(=C1)C32)Br)O)(C)C)O 5,8-dibromo-1,1-dimethyl-2,3-dihydro-1H-phenalene-4,9-diol